1-(4-(2,6-dioxopiperidin-3-yl)-3,5-difluorophenyl)azetidin-3-yl ((1R,4R)-4-methoxycyclohexyl)carbamate COC1CCC(CC1)NC(OC1CN(C1)C1=CC(=C(C(=C1)F)C1C(NC(CC1)=O)=O)F)=O